FC=1C=C(C=CC1C1=NOC(=N1)C(F)(F)F)C(COCC1=NN(C=N1)C)=O 1-(3-Fluoro-4-(5-(trifluoromethyl)-1,2,4-oxadiazol-3-yl)phenyl)-2-((1-methyl-1H-1,2,4-triazol-3-yl)methoxy)ethan-1-on